COC1=C(C=O)C=CN=C1N1CCOCC1 3-methoxy-2-morpholinoisonicotinaldehyde